3-(2-((4-(2-((S)-4-(4-chlorophenyl)-2,3,9-trimethyl-6H-thieno[3,2-f][1,2,4]triazolo[4,3-a][1,4]diazepin-6-yl)acetyl)piperazin-1-yl)methyl)phenyl)piperidine-2,6-dione ClC1=CC=C(C=C1)C1=N[C@H](C=2N(C3=C1C(=C(S3)C)C)C(=NN2)C)CC(=O)N2CCN(CC2)CC2=C(C=CC=C2)C2C(NC(CC2)=O)=O